4-chloro-5-methyl-2-propan-2-ylphenol ClC1=CC(=C(C=C1C)O)C(C)C